N-Lauroylsarcosine sodium [Na].C(CCCCCCCCCCC)(=O)N(C)CC(=O)O